FC1=C(C=CC=C1C[C@@H]1N(C[C@@H]([C@@H]1NS(=O)(=O)CC)F)C(C(C)C)=O)C1=CC(=CC=C1)F N-[(2S,3R,4S)-2-[(2,3'-difluoro[1,1'-biphenyl]-3-yl)methyl]-4-fluoro-1-(2-methylpropanoyl)pyrrolidin-3-yl]-ethanesulfonamide